OC1=C(C(=CC(=C1S(=O)(=O)NCC1OCC1)CCCCC)O)C1CCCC(=C1)C 2,6-dihydroxy-5'-methyl-N-(oxetan-2-ylmethyl)-4-pentyl-1',2',3',4'-tetrahydro-[1,1-biphenyl]-3-sulfonamide